FC(OC1=NC2=CC(=CC(=C2N=C1)C=1SC2=C(N1)C=CC=C2NC(OC2CCOCC2)=O)C)F tetrahydro-2H-pyran-4-yl (2-(2-(difluoromethoxy)-7-methylquinoxalin-5-yl) benzo[d]thiazol-7-yl)carbamate